((S)-1-(2-((S)-2-cyanopyrrolidin-1-yl)-2-oxoethyl)pyrrolidin-3-yl)quinoline-2-carboxamide C(#N)[C@H]1N(CCC1)C(CN1C[C@@H](CC1)C=1C(=NC2=CC=CC=C2C1)C(=O)N)=O